FC1=C(C(=C(C(=C1OC(C1N(CCCC1)C(C)=O)=O)F)F)F)F acetyl-pipecolic acid pentafluorophenyl ester